ClC=1C=CC(=C(C1)C1=CCN(C=C1CO)CC1=C(C=C(C=C1)OC)OC)CC(C(F)(F)F)O 4-[5-Chloro-2-(3,3,3-trifluoro-2-hydroxypropyl)phenyl]-1-(2,4-dimethoxybenzyl)-5-(hydroxymethyl)pyridin